[Si](C)(C)(C(C)(C)C)O[C@H]1[C@@H](CCCC1)NC=1C=CC2=C(NC(=N2)C)C1 |r| rac-N-((1R,2R)-2-((tert-butyldimethylsilyl)oxy)cyclohexyl)-2-methyl-1H-benzo[d]imidazol-6-amine